2,2',2''-((2R,5R,8R,11R)-2,5,8,11-tetraisobutyl-1,4,7,10-tetraazacyclododecane-1,4,7-triyl)triacetic acid C(C(C)C)[C@H]1N(C[C@H](NC[C@H](N(C[C@H](N(C1)CC(=O)O)CC(C)C)CC(=O)O)CC(C)C)CC(C)C)CC(=O)O